tert-butyl-N-aminocarbamate C(C)(C)(C)OC(NN)=O